ClC=1C(=NC=C(N1)NCC1=C(C=C(C=C1)OC)OC)C(=O)OC Methyl 3-chloro-5-((2,4-dimethoxybenzyl)amino)pyrazine-2-carboxylate